5-amino-8-(2,6-dimethylpyridin-4-yl)-N-ethyl-7-phenylimidazo[1,2-C]pyrimidine-2-carboxamide NC1=NC(=C(C=2N1C=C(N2)C(=O)NCC)C2=CC(=NC(=C2)C)C)C2=CC=CC=C2